NC1=C(C=CC(=C1)C(F)(F)F)C=1N=C(SC1SC(C)C)N1N=C(C(=C1C(=O)O)C1=CC(=CC=C1)F)C 1-(4-(2-amino-4-(trifluoromethyl)phenyl)-5-(isopropylsulfanyl)thiazol-2-yl)-4-(3-fluorophenyl)-3-methyl-1H-pyrazole-5-carboxylic acid